ClC1=C(C=C(C(=C1F)NCC)N)I 5-chloro-N1-ethyl-6-fluoro-4-iodobenzene-1,2-diamine